C1(=CC=C(C=C1)CNC=1C(N(C(=CN1)C1=CC=CC=C1)CC(=O)O)=O)C1=CC=CC=C1 2-(3-(([1,1-biphenyl]-4-ylmethyl)amino)-2-oxo-6-phenylpyrazin-1(2H)-yl)acetic acid